COC=1C=C2C(=NC(=NC2=CC1OCCCN1CCCC1)N1CCCC1)N1C(CCCC1)O 1-(6-methoxy-2-(pyrrolidin-1-yl)-7-(3-(pyrrolidin-1-yl)propoxy)quinazolin-4-yl)piperidin-2-ol